tris-(2-carboxyethyl) phosphate hydrochloride Cl.P(=O)(OCCC(=O)O)(OCCC(=O)O)OCCC(=O)O